C1(=CC=CC=C1)C(C(=O)[O-])(C(=O)[O-])C1=CC=CC=C1.[Na+].[Na+] sodium 2,2-diphenylmalonate